C(C1=CC=CC=C1)C1=CC(=CC2=C1C(=NO2)C(=O)NCC)NC(NCC2=CC=NC=C2)=O benzyl-N-ethyl-6-({[(pyridin-4-yl)methyl]carbamoyl}amino)-1,2-benzoxazole-3-carboxamide